1-(3-iodo-4-methoxyphenyl)-1H-imidazole-5-carboxylic acid IC=1C=C(C=CC1OC)N1C=NC=C1C(=O)O